9,9-bis(4-hydroxy-3-phenylphenyl)fluorene OC1=C(C=C(C=C1)C1(C2=CC=CC=C2C=2C=CC=CC12)C1=CC(=C(C=C1)O)C1=CC=CC=C1)C1=CC=CC=C1